3-(5-amino-3-methyl-1-phenyl-1H-pyrazol-4-yl)-3-(5-hydroxy-1-phenyl-3-(trifluoromethyl)-1H-pyrazol-4-yl)indoline NC1=C(C(=NN1C1=CC=CC=C1)C)C1(CNC2=CC=CC=C12)C=1C(=NN(C1O)C1=CC=CC=C1)C(F)(F)F